8-(6-chloropyridin-3-yl)-1-cyclopropyl-3-propylxanthine ClC1=CC=C(C=N1)C1=NC=2N(C(N(C(C2N1)=O)C1CC1)=O)CCC